N(C1=CC=CC=C1)CCC#N 3-(anilino)propionitrile